NC1=CC=C(C=N1)S(=O)(=O)Cl.[Ar] argon 6-Aminopyridine-3-sulfonyl chloride